tert-butyl 4-{6-[1-(2-hydroxyethyl)imidazol-4-yl]pyrazolo[1,5-a]pyridin-3-yl}piperazine-1-carboxylate OCCN1C=NC(=C1)C=1C=CC=2N(C1)N=CC2N2CCN(CC2)C(=O)OC(C)(C)C